[Sn].[Ba].[Cu] Copper-barium-tin